(5-(piperazin-1-yl)pyridin-2-yl)(pyrrolidin-1-yl)methanone hydrochloride Cl.N1(CCNCC1)C=1C=CC(=NC1)C(=O)N1CCCC1